1-(4-(3-(2-(2-((2-(2,6-dioxopiperidin-3-yl)-1,3-dioxoisoindolin-4-yl)amino)ethoxy)ethoxy)propanamido)butyl)-1H-imidazol O=C1NC(CCC1N1C(C2=CC=CC(=C2C1=O)NCCOCCOCCC(=O)NCCCCN1C=NC=C1)=O)=O